(3S)-3-{[N-(4-methoxy-1H-indole-2-carbonyl)-L-leucyl]amino}-2-oxo-4-[(3S)-2-oxopiperidin-3-yl]butyl pentafluorobenzoate FC1=C(C(=C(C(=C1C(=O)OCC([C@H](C[C@H]1C(NCCC1)=O)NC([C@@H](NC(=O)C=1NC2=CC=CC(=C2C1)OC)CC(C)C)=O)=O)F)F)F)F